4-benzene-dimethanol C1(=CC=C(C=C1)CO)CO